S1C(=NC2=C1C=CC=C2)C=2C=C(C=CC2)NC(CSC2CCCC2)=O N-[3-(2-benzothiazolyl)phenyl]-2-(cyclopentylthio)-acetamide